FC1=C(C=CC=C1)CCOC1=CC(=C(C(=O)NC=2C=C(C=CC2C(F)(F)F)C2CC2)C(=C1)C)C (1R,2S)-2-[3-({4-[2-(2-fluorophenyl)ethoxy]-2,6-dimethylbenzoyl}amino)-4-(trifluoromethyl)Phenyl]Cyclopropane